(2-chloro-4-((3-methyl-1H-pyrazol-1-yl)methyl)benzeneyl)methanol ClC1=C(C=CC(=C1)CN1N=C(C=C1)C)CO